CNC(C1=NC=C(C=C1)N1CCC(CC1)N1CC(CC1)C1=CC2=C(C(N1)=O)C(=NN2)C(F)(F)F)=O N-methyl-5-(4-(3-(4-oxo-3-(trifluoromethyl)-4,5-dihydro-1H-pyrazolo[4,3-c]pyridin-6-yl)pyrrolidin-1-yl)piperidin-1-yl)picolinamide